(S)-1-(4-fluorophenyl)-N-(prop-2-yn-1-yl)-N-(3-(prop-2-yn-1-ylamino)bicyclo[1.1.1]pentan-1-yl)-3,4-dihydroisoquinoline-2(1H)-carboxamide FC1=CC=C(C=C1)[C@@H]1N(CCC2=CC=CC=C12)C(=O)N(C12CC(C1)(C2)NCC#C)CC#C